N-(6-((4-(1-methyl-1H-indol-3-yl)pyrimidin-2-yl)amino)quinolin-4-yl)acrylamide CN1C=C(C2=CC=CC=C12)C1=NC(=NC=C1)NC=1C=C2C(=CC=NC2=CC1)NC(C=C)=O